(S)-5-((((7-((S)-1-Benzylpiperidin-3-yl)-2-methylpyrazolo[1,5-a]pyrimidin-3-yl)methyl)amino)methyl)piperidin-2-one C(C1=CC=CC=C1)N1C[C@H](CCC1)C1=CC=NC=2N1N=C(C2CNC[C@@H]2CCC(NC2)=O)C